[Br-].C[N+](CCC[Si](OC)(OC)OC)(CCCCCCCCCCCC)C dimethyldodecyl-[3-(trimethoxysilyl)propyl]ammonium bromide